BrC=1C2(C3=CC=CC=C3C1)CC(CCC2)=O 2'-bromospiro[cyclohexane-1,1'-inden]-3-one